2-(cyclopropylethynyl)thiazole-5-carbaldehyde C1(CC1)C#CC=1SC(=CN1)C=O